(3-(1H-1,2,4-triazol-1-yl)propyl)biphenyl-2,5-diamine N1(N=CN=C1)CCCC1=C(C(=CC(=C1)N)C1=CC=CC=C1)N